1-phenyl-5H-benzo[b]carbazole C1(=CC=CC=C1)C1=C2C=3C=C4C(=CC3NC2=CC=C1)C=CC=C4